3-(cyclohexyl-(hydroxy)methyl)-6-methoxyquinoxalin-2(1H)-one C1(CCCCC1)C(C=1C(NC2=CC=C(C=C2N1)OC)=O)O